(2R,4R)-1-(3-chloro-2-fluorobenzyl)-4-((6-chloro-3,5-difluoropyridin-2-yl)methyl)-2-methylpiperidine-4-carboxylic acid tert-butyl ester C(C)(C)(C)OC(=O)[C@]1(C[C@H](N(CC1)CC1=C(C(=CC=C1)Cl)F)C)CC1=NC(=C(C=C1F)F)Cl